O1C(CCCC1)N1N=CC(=C1)C=1C=NC2=CC=C(C=C2N1)O 3-(1-tetrahydropyran-2-ylpyrazol-4-yl)quinoxalin-6-ol